N-(4-methyltetrahydro-2H-pyran-4-carbonyl)-O-(cis-3-(2-(5,6,7,8-tetrahydro-1,8-naphthyridin-2-yl)ethyl)cyclobutyl)homoserine CC1(CCOCC1)C(=O)N[C@@H](CCO[C@@H]1C[C@@H](C1)CCC1=NC=2NCCCC2C=C1)C(=O)O